C(C(C)(C)C)(=O)OC1=CC=C(C=C1)S(NC1=C(C=CC=C1)C(NCP(=O)(OCC1=CC=CC=C1)OCC1=CC=CC=C1)=O)(=O)=O 4-(N-(2-(((bis(benzyloxy)phosphoryl)methyl)carbamoyl)phenyl)sulfamoyl)phenyl pivalate